ClN(C(C=1C(C(=O)O)=C(C(=C(C1Cl)Cl)Cl)Cl)=O)C1=CC(=CC=C1)Cl N2,3-dichlorophenyltetrachlorophthalamic acid